CC=1N(C(=CC1)C)[C@H](C)C1=CC=CC=C1 (R)-2,5-dimethyl-1-(1-phenylethyl)-1H-pyrrole